(S)-tert-butyl (3-(5-hydroxy-1H-indol-3-yl)-1-((2-(5-hydroxy-1H-indol-3-yl)ethyl)amino)-1-oxopropan-2-yl)carbamate OC=1C=C2C(=CNC2=CC1)C[C@@H](C(=O)NCCC1=CNC2=CC=C(C=C12)O)NC(OC(C)(C)C)=O